tert-butyl (3R)-3-[N-(8-methylisoquinolin-1-yl)2-fluoro-4-[(4-phenyl-1,3,5-triazin-2-yl)amino]benzamido]piperidine-1-carboxylate CC=1C=CC=C2C=CN=C(C12)N(C(C1=C(C=C(C=C1)NC1=NC=NC(=N1)C1=CC=CC=C1)F)=O)[C@H]1CN(CCC1)C(=O)OC(C)(C)C